N-phenylurea sulfur [S].C1(=CC=CC=C1)NC(=O)N